C1(CC1)N1N=C(C=C1)S(=O)(=O)NC(NC1=C(C(=CC=2CCOC21)C)C2=CC=1N(C=C2)N=CC1)=O cyclopropyl-N-((5-methyl-6-(pyrazolo[1,5-a]pyridin-5-yl)-2,3-dihydrobenzofuran-7-yl)carbamoyl)-1H-pyrazole-3-sulfonamide